2-((1H-pyrazolo[3,4-b]pyridin-5-yl)amino)-8-cyclopentyl-5-methylpyrido[2,3-d]pyrimidin-7(8H)-one N1N=CC=2C1=NC=C(C2)NC=2N=CC1=C(N2)N(C(C=C1C)=O)C1CCCC1